C(C)C1=C(C(=CC=C1)F)N1N=C2C(=CC1=O)NN=C2C=2C=NC(=CC2)N2CCN(CC2)C 5-(2-Ethyl-6-fluorophenyl)-3-(6-(4-methylpiperazin-1-yl)pyrid-3-yl)-1H-pyrazolo[4,3-c]pyridazin-6(5H)-on